4-amino-7-chloro-3-(2-chloro-5-fluorophenyl)-2-(4-methoxybenzyl)-2,3-dihydro-1H-pyrrolo[3,4-f]quinolin-1-one NC1=C2C(=C3C=CC(=NC3=C1)Cl)C(N(C2C2=C(C=CC(=C2)F)Cl)CC2=CC=C(C=C2)OC)=O